Silicon boride B12B3B4B1[Si]45B2B53